2-bromo-N-(2,6-xylyl)acetamide BrCC(=O)NC1=C(C=CC=C1C)C